N[C@H](C1CCN(CC1)C(=O)C1=CC2=C(NC(N2)=O)C=C1)C1=C(C=C(C(=C1)Cl)C)O 5-[4-[(R)-amino(5-chloro-2-hydroxy-4-methylphenyl)methyl]piperidine-1-carbonyl]-1,3-dihydro-1,3-benzodiazol-2-one